ClC1=C(C=CC2=C3N(N=C12)CCN(C3C)C(=O)C3=NC=C(C=N3)OC)Cl (7,8-dichloro-1-methyl-3,4-dihydropyrazino[1,2-b]indazol-2(1H)-yl)(5-methoxypyrimidin-2-yl)methanone